9-((5-(((6-chloropyridin-3-yl)methyl)thio)-4-phenyl-4H-1,2,4-triazol-3-yl)methyl)-9H-carbazole ClC1=CC=C(C=N1)CSC=1N(C(=NN1)CN1C2=CC=CC=C2C=2C=CC=CC12)C1=CC=CC=C1